(S)-2-((4-(6-(4-cyano-2-fluorobenzyloxy)pyridin-2-yl)-2-oxopyridin-1(2H)-yl)methyl)-1-((tetrahydrofuran-2-yl)methyl)-1H-benzo[d]imidazole-6-carboxylic acid C(#N)C1=CC(=C(COC2=CC=CC(=N2)C2=CC(N(C=C2)CC2=NC3=C(N2C[C@H]2OCCC2)C=C(C=C3)C(=O)O)=O)C=C1)F